ClC=1C=C(C=CC1)[C@@H](CC)O (R)-3-chlorophenyl-propanol